FC(C=1C(=C(C=CC1)[C@@H](C)NC1=NN(C(C=2C1=CNC(C2)=O)=O)C)F)F 4-(((R)-1-(3-(difluoromethyl)-2-fluorophenyl)ethyl)amino)-2-methyl-2,6-dihydropyrido[3,4-d]pyridazine-1,7-dione